N-{(2S,3R)-4,4-difluoro-1-(1-hydroxy-cyclobutane-1-carbonyl)-2-[(2,2',3'-trifluoro[1,1'-biphenyl]-3-yl)methyl]-pyrrolidin-3-yl}ethanesulfonamide FC1([C@@H]([C@@H](N(C1)C(=O)C1(CCC1)O)CC=1C(=C(C=CC1)C1=C(C(=CC=C1)F)F)F)NS(=O)(=O)CC)F